FC=1C=C(OC[C@@H]2CN(C[C@H]2C)CCC=2C=C(C#N)C=CC2)C=C(C1S(=O)(=O)C)F 3-{2-[(3S,4S)-3-[(3,5-difluoro-4-methanesulfonylphenoxy)methyl]-4-methylpyrrolidin-1-yl]ethyl}benzonitrile